2-(5-cyclopropyl-6-(4-fluorobenzyl)picolinamido)-2-ethylbutanoate C1(CC1)C=1C=CC(=NC1CC1=CC=C(C=C1)F)C(=O)NC(C(=O)[O-])(CC)CC